[N+](=O)([O-])C=1C=CC2=C(C(=N[C@H](C=3N2C(=NN3)SCN3CCN(CC3)C3=CC=CC=C3)CCC(=O)OC)C3=C(C=CC=C3)F)C1 methyl (S)-3-(8-nitro-6-(2-fluorophenyl)-1-(((4-phenylpiperazin-1-yl)methyl)thio)-4H-benzo[f][1,2,4]triazolo[4,3-a][1,4]diazepin-4-yl)propionate